7-acetyl-9-(trifluoromethyl)-4H-pyrido[1,2-a]pyrimidin-4-one C(C)(=O)C=1C=C(C=2N(C(C=CN2)=O)C1)C(F)(F)F